bis[2-(4-methoxy-phenoxy) ethyl] ether COC1=CC=C(OCCOCCOC2=CC=C(C=C2)OC)C=C1